C[Si]1(O[Si](O[Si](O[Si](O[Si](O1)(CCC(F)(F)F)C)(CCC(F)(F)F)C)(CCC(F)(F)F)C)(CCC(F)(F)F)C)CCC(F)(F)F pentamethylpenta(trifluoropropyl)cyclopentasiloxane